4-((6bR,10aS)-2-oxo-2,3,6b,9,10,10a-hexahydro-1H,7H-pyrido[3',4':4,5]pyrrolo[1,2,3-de]quinoxalin-8-yl)-1-(4-fluoro-phenyl)-butan-1-one O=C1NC=2C=CC=C3C2N(C1)[C@@H]1[C@H]3CN(CC1)CCCC(=O)C1=CC=C(C=C1)F